[OH-].N1(CCCC1)[NH3+] pyrrolidinylammonium hydroxide